C(CCCCCCCCCCCCCCC)N(O)CCCCCCCCCCCCCCCC N,N-dihexadecylhydroxylamine